2-fluoro-5-methoxy-4-((4-((2'-methyl-3'-oxospiro[cyclopropane-1,1'-isoindolin]-4'-yl)methyl)-5-(trifluoromethyl)pyrimidin-2-yl)amino)-N-(1-methylpiperidin-4-yl)benzamide FC1=C(C(=O)NC2CCN(CC2)C)C=C(C(=C1)NC1=NC=C(C(=N1)CC1=C2C(N(C3(C2=CC=C1)CC3)C)=O)C(F)(F)F)OC